C([C@@H]1[C@H]([C@@H]([C@H]([C@@H](O1)O[C@H]2[C@@H]([C@H]([C@H]([C@H](O2)CO)O)O)O)N)O)O)O The molecule is a glycsyl glycoside derivative that is 2-amino-2-deoxy-beta-D-glucopyranose in which the anomeric hydroxy group has been converted into the corresponding beta-D-galactopyranoside. It is an aminoglycoside, a glycosyl glycoside derivative, a primary amino compound and a glycosylgalactose.